N-[3,4-dichloro-10-(1H-pyrazol-4-yl)-6,7,8,9-tetrahydropyrido[1,2-a]indol-7-yl]-4-hydroxy-tetrahydropyran-4-carboxamide ClC1=CC=C2C(=C3N(C2=C1Cl)CC(CC3)NC(=O)C3(CCOCC3)O)C=3C=NNC3